2,6-dichloro-dichlorobenzene ClC1=CC(=C(C=C1Cl)Cl)Cl